C(C1=CC=CC=C1)NC(=O)OCC1=CC=C(C=C1)C=1SC=C(N1)C(=O)NC(C(=O)NC(C(=O)OC)=C)=C Methyl 2-(2-(2-(4-(((benzylcarbamoyl)oxy)methyl)phenyl)thiazole-4-carboxamido)acrylamido)acrylate